7-formamido-7-deazaguanosine C(=O)NC1=CN([C@H]2[C@H](O)[C@H](O)[C@@H](CO)O2)C=2N=C(NC(C12)=O)N